2-{4-[(3b)-cholest-5-en-3-yloxy]butoxy}-N,N-dimethyl-3-[(9Z,12Z)-octadeca-9,12-dien-1-yloxy]propan-amine CC(C)CCC[C@@H](C)[C@H]1CC[C@H]2[C@@H]3CC=C4C[C@H](CC[C@]4(C)[C@H]3CC[C@]12C)OCCCCOC(CN(C)C)COCCCCCCCC\C=C/C\C=C/CCCCC